FC(C1CCN(C2=C(O1)N=C1C(=C2)C=CN1)C1=C(C(=O)[O-])C=CC=C1)(F)F 2-(4-(trifluoromethyl)-3,4-dihydro-2H-pyrrolo[3',2':5,6]pyrido[2,3-b][1,4]oxazepin-1(7H)-yl)benzoate